C(#N)[C@H](CC1=C(C=C(C=C1)C=1C=CC2=C(N(C(O2)=O)C)C1)F)NC(=O)[C@@H]1N[C@@H]2CC[C@H]1C2 (1R,3R,4S)-N-[(1S)-1-cyano-2-[2-fluoro-4-(3-methyl-2-oxo-1,3-benzoxazol-5-yl)phenyl]ethyl]-2-azabicyclo[2.2.1]heptane-3-carboxamide